N-(3-fluoro-5-(2-((1-methyl-1H-pyrazol-4-yl)amino)pyrimidin-4-yl)pyridin-2-yl)cyclopropanecarboxamide 6-methyloxan-3-yl-4-(4-methanesulfonylphenyl)benzoate CC1CCC(CO1)OC(C1=CC=C(C=C1)C1=CC=C(C=C1)S(=O)(=O)C)=O.FC=1C(=NC=C(C1)C1=NC(=NC=C1)NC=1C=NN(C1)C)NC(=O)C1CC1